[C@H]12CC(C[C@H](CC1)N2)N(C=2N=NC(=CN2)C2=C(C=C(C=C2)N2C=NC=C2)O)C 2-(3-(((1R,3s,5S)-8-azabicyclo[3.2.1]octan-3-yl)(methyl)amino)-1,2,4-triazin-6-yl)-5-(1H-imidazol-1-yl)phenol